C(C=C)(=O)NC=1C=C2C(=NC1)NN=C2C(=O)NC2=CC=C(C=C2)N2CCOCC2 5-acrylamido-N-(4-morpholinophenyl)-1H-pyrazolo[3,4-b]pyridine-3-carboxamide